trihydroxymethyl-phosphoheptane OC(O)(O)C(CCCCCC)P(=O)=O